CC1=C(C2=C(C=3N1C=CN3)CNC2)C 5,6-Dimethyl-8,9-dihydro-7H-imidazo[1,2-a]pyrrolo[3,4-c]pyridine